(1S,2R)-2-((S)-5-Chloro-8-(isoxazolo[5,4-b]pyridin-3-ylmethoxy)-1-((2-oxopyrrolidin-1-yl)methyl)-1,2,3,4-tetrahydro-isoquinoline-2-carbonyl)cyclohexane-1-carboxylic acid ClC1=C2CCN([C@@H](C2=C(C=C1)OCC1=NOC2=NC=CC=C21)CN2C(CCC2)=O)C(=O)[C@H]2[C@H](CCCC2)C(=O)O